9,9-dimethyl-9,10-dihydroacridine-4-amine CC1(C2=CC=CC=C2NC=2C(=CC=CC12)N)C